ClC1=NC=2N(C(=C1)N(C(OC(C)(C)C)=O)CC1=CC=C(C=C1)C=1N=CSC1)N=CC2C2CC2 tert-butyl (5-chloro-3-cyclopropylpyrazolo[1,5-a]pyrimidin-7-yl)(4-(thiazol-4-yl)benzyl)carbamate